C(CCC)N1C(C2=CN=CC=C2C(=C1)C1=C(C=C(C(=C1)OC)CN1CCC(CC1)OC1CCNCC1)OC)=O 2-butyl-4-(2,5-dimethoxy-4-((4-(piperidin-4-yloxy)piperidin-1-yl)methyl)phenyl)-2,7-naphthyridin-1(2H)-one